OC[C@H](C1=CC=CC=C1)NC1=CC(=NC=C1C=1OC=NN1)NC1=CC=C2C(NN(C2=C1)C)=O (S)-6-((4-((2-hydroxy-1-phenylethyl)amino)-5-(1,3,4-oxadiazol-2-yl)pyridin-2-yl)amino)-1-methyl-1,2-dihydro-3H-indazol-3-one